N,N-dimethyl-aspartic acid dimethyl ester COC([C@@H](N(C)C)CC(=O)OC)=O